Cl.CC1=CC=C(CNC(=N)N)C=C1 1-(4-methylbenzyl)guanidine hydrochloride